3-Isopentyl-2,5-dimethyl-pyrazine C(CC(C)C)C=1C(=NC=C(N1)C)C